FC1=C(OC2CC3(C2)CCN(CC3)C(=O)OC(C)(C)C)C=CC(=C1)C(F)(F)F tert-Butyl 2-(2-fluoro-4-(trifluoromethyl)phenoxy)-7-azaspiro[3.5]nonane-7-carboxylate